1-(difluoromethyl)cyclopropyl-2-chloro-3,4-difluoro-N-isopropylbenzamide FC(C1(CC1)C=1C(=C(C(=C(C(=O)NC(C)C)C1)Cl)F)F)F